(E)-3-[(tert-butoxycarbonylamino)methyl]-[tert-butyl-(dimethyl)silyl]oxo-2-fluoro-but-2-enoic acid ethyl ester C(C)OC(/C(=C(\C(=O)[Si](C)(C)C(C)(C)C)/CNC(=O)OC(C)(C)C)/F)=O